FC(C1=CC=CC2=C1SCO2)(F)F 4-(trifluoromethyl)-1,3-benzoxathiolane